COC[C@@H]1N(CCC1)C=1SC2=C(N1)C=CC(=C2)N2C=C(C(C=C2)=O)C(=O)O 1-(2-((R)-2-(methoxymethyl)pyrrolidin-1-yl)benzo[d]thiazol-6-yl)-4-oxo-1,4-dihydropyridine-3-carboxylic acid